C1=CC(=C(C=C1CC(=O)C(=O)O)O)O The molecule is a 2-oxo monocarboxylic acid that is pyruvic acid in which one of the methyl hydrogens is substituted by a 3,4-dihydroxyphenyl group. It has a role as a metabolite. It derives from a pyruvic acid. It is a conjugate acid of a 3,4-dihydroxyphenylpyruvate.